ClC1=C(C=CC=C1)CC(=O)NC1=C(C=C(C=C1C)N1CCOCC1)C 2-(2-Chloro-phenyl)-N-(2,6-dimethyl-4-morpholin-4-yl-phenyl)-acetamide